(±)-trans-N-(8-chloro-6-((R)-4-methyl-2-oxooxazolidin-3-yl)isoquinolin-3-yl)-2-cyanocyclopropaneCarboxamide ClC=1C=C(C=C2C=C(N=CC12)NC(=O)[C@H]1[C@@H](C1)C#N)N1C(OC[C@H]1C)=O |r|